1-(5-bromoindazol-1-yl)-2-methylpropan-2-ol BrC=1C=C2C=NN(C2=CC1)CC(C)(O)C